(4-(3-chloro-5-ethyl-2-methoxyphenyl)piperazin-1-yl)methylpyrrolidine-3-ol ClC=1C(=C(C=C(C1)CC)N1CCN(CC1)CN1CC(CC1)O)OC